NC1=CC=C(C=N1)C=1C=C2C(=CN(C2=CC1)CC(=O)N1[C@@H]2CC[C@H]([C@H]1C(NC1=NC(=CC=C1)C)=O)C2)C(=O)N 5-(6-aminopyridin-3-yl)-1-(2-((1R,3S,4S)-3-((6-methylpyridin-2-yl)carbamoyl)-2-azabicyclo[2.2.1]heptan-2-yl)-2-oxoethyl)-1H-indole-3-carboxamide